(S)-2-(2-chloro-4-(7,7-difluoro-2-(2-methylazetidin-1-yl)-6,7-dihydro-5H-cyclopenta[d]pyrimidin-4-yl)phenoxy)-1-(1,4-diazepan-1-yl)ethan-1-one ClC1=C(OCC(=O)N2CCNCCC2)C=CC(=C1)C=1C2=C(N=C(N1)N1[C@H](CC1)C)C(CC2)(F)F